C1(CC1)C#CC=1C=CC(=NC1)C=O 5-(cyclopropylethynyl)pyridine-2-carbaldehyde